3,6-dihydro-1,2,5-oxathiazine-2,2-dioxide O1S(CC=NC1)(=O)=O